ClC=1C(=C(C(=CC1)OC)C1=C(C(=O)NC=2SC(N(N2)CCCCO)=O)C=CN=C1)F 3-(3-chloro-2-fluoro-6-methoxyphenyl)-N-(4-(4-hydroxybutyl)-5-oxo-4,5-dihydro-1,3,4-thiadiazol-2-yl)isonicotinamide